tert-butyl (S)-l-1-methoxy-10-methyl-14-oxo-1,2,4,4a,5,6-hexahydro-3H,14H-pyrazino[1',2':5,6][1,5]oxazocino[2,3-g]quinoline-3-carboxylate CO[C@H]1CN(CC2N1C(C1=C(C=C3C=C(C=NC3=C1)C)OCC2)=O)C(=O)OC(C)(C)C